N-(1-cyclopropyl-2-oxo-3-pyridinyl)-2-[4-[[4-[4-[(2,6-dioxo-3-piperidinyl)oxy]phenyl]-1-piperidinyl]methyl]cyclohexyl]-6-isopropoxy-indazole-5-carboxamide C1(CC1)N1C(C(=CC=C1)NC(=O)C1=CC2=CN(N=C2C=C1OC(C)C)C1CCC(CC1)CN1CCC(CC1)C1=CC=C(C=C1)OC1C(NC(CC1)=O)=O)=O